(2R)-6-hydroxyl-6-methylheptan OC(CCCCC)(C)C